(2-chloro-6-fluorophenyl)-1-methyl-7-(methylthio)-2,3-dihydropyrimido[4,5-d]pyrimidine ClC1=C(C(=CC=C1)F)C1NCC=2C(=NC(=NC2)SC)N1C